2,6-dimethyl-4-(2-phenylethoxy)benzoic acid CC1=C(C(=O)O)C(=CC(=C1)OCCC1=CC=CC=C1)C